4-formyl-2,5-dimethyl-pyrrole-3-carboxylic acid ethyl ester C(C)OC(=O)C1=C(NC(=C1C=O)C)C